1-[(1S,9S)-4-methoxy-17-methyl-17-azatetracyclo[7.5.3.01,10.02,7]heptadeca-2(7),3,5-trien-5-yl]pyrrolidin-3-amine COC1=CC=2[C@@]34C([C@H](CC2C=C1N1CC(CC1)N)N(CC4)C)CCCC3